NCC(C)(C)NC(=O)[C@H]1CN(C[C@H](O1)C)C=1C=2N(C(=CC1)C#N)N=CC2 (2R,6R)-N-(2-amino-1,1-dimethyl-ethyl)-4-(7-cyanopyrazolo[1,5-a]pyridin-4-yl)-6-methylmorpholine-2-carboxamide